ClC=1C=CC(=C(C(=O)O)C1)NC1=C(C=C(C=C1)C#N)C 5-chloro-2-((4-cyano-2-methyl-phenyl)amino)-benzoic acid